2-(bromomethyl)oxetane BrCC1OCC1